methyl 5-bromo-6-methoxypicolinate BrC=1C=CC(=NC1OC)C(=O)OC